(E)-4-((4'-chloro-3'-(trifluoromethyl)-[1,1'-biphenyl]-4-yl)methylene)-7-methoxy-2-methyl-1,2,3,4-tetrahydroacridine-9-carboxylic acid ClC1=C(C=C(C=C1)C1=CC=C(C=C1)\C=C\1/CC(CC2=C(C3=CC(=CC=C3N=C12)OC)C(=O)O)C)C(F)(F)F